NC1=C(C=C(C=N1)C=1C=C2N(N1)CC[C@]21CN(CC1)C(=O)NCC)SC(F)(F)F |r| (rac)-2'-{6-amino-5-[(trifluoromethyl)sulfanyl]pyridin-3-yl}-N-ethyl-5',6'-dihydrospiro[pyrrolidine-3,4'-pyrrolo[1,2-b]pyrazole]-1-carboxamide